N-methoxy-6-(3-(4-(2-(pyridin-3-yl)acetamido)phenoxy)azetidin-1-yl)-[1,1'-biphenyl]-2-carboxamide CONC(=O)C=1C(=C(C=CC1)N1CC(C1)OC1=CC=C(C=C1)NC(CC=1C=NC=CC1)=O)C1=CC=CC=C1